1-[7-benzyloxy-5-fluoro-6-(1,1,4-trioxo-1,2,5-thiadiazolidin-2-yl)-2-naphthyl]pyrazole-3-carbaldehyde C(C1=CC=CC=C1)OC1=C(C(=C2C=CC(=CC2=C1)N1N=C(C=C1)C=O)F)N1S(NC(C1)=O)(=O)=O